methyl (2S)-3-(3-(6-((tert-butyldimethylsilyl)oxy)-5,5-dimethyl-1-((tetrahydro-2H-pyran-2-yl)oxy)hexyl)phenyl)-2-methylpropanoate [Si](C)(C)(C(C)(C)C)OCC(CCCC(OC1OCCCC1)C=1C=C(C=CC1)C[C@@H](C(=O)OC)C)(C)C